(R)-(4-((1-(3-(1,1-difluoroethyl)-2-fluorophenyl)ethyl)amino)-1,3,7,8-tetrahydro-2H-imidazo[1,2-a]pyrrolo[3,4-e]pyrimidin-2-yl)(4-methoxytetrahydro-2H-pyran-4-yl)methanone FC(C)(F)C=1C(=C(C=CC1)[C@@H](C)NC1=NC=2N(C3=C1CN(C3)C(=O)C3(CCOCC3)OC)CCN2)F